ClC1=CC=C(CN2CCC(CC2)NC[C@@H](COC2=C(C(=O)NC3CC3)C=CC=C2)O)C=C1 2-({2S}-3-[(1-[4-chlorobenzyl]-4-piperidinyl)amino]-2-hydroxypropoxy)-N-cyclopropylbenzamide